6-Chloro-3-[(1R)-1-[2-[1-(difluoromethyl)pyrazol-4-yl]-3,6-dimethyl-4-oxo-chromen-8-yl]ethoxy]pyridine-2-carboxamide ClC1=CC=C(C(=N1)C(=O)N)O[C@H](C)C=1C=C(C=C2C(C(=C(OC12)C=1C=NN(C1)C(F)F)C)=O)C